CN1C(=NN=C1)C1=C(C=CC=C1)C1=CC(=CC(=C1)N1C(C2=CC=CC(=C2C1)C(F)(F)F)=O)C(=O)O 2'-(4-Methyl-4H-1,2,4-triazol-3-yl)-5-(1-oxo-4-(trifluoromethyl)isoindolin-2-yl)-[1,1'-biphenyl]-3-carboxylic acid